COC(=O)[C@H]1CC2=C(NC3=CC=C(C=C23)OCC#C)[C@@H](N1)C1=CC=C(C=C1)C(NC12CC3CC(CC(C1)C3)C2)=O Methyl-(1S,3R)-1-(4-(((3R,5R,7R)-adamantan-1-yl)carbamoyl)phenyl)-6-(prop-2-yn-1-yloxy)-2,3,4,9-tetrahydro-1H-pyrido[3,4-b]indole-3-carboxylate